C(C)(C)C1=C(NC2=C1N=C(S2)C2CCC(CC2)NC(C)C)C=2C(=C(C(N(C2)C)=O)C)C 5-(6-isopropyl-2-(4-(isopropylamino)cyclohexyl)-4H-pyrrolo[3,2-d]thiazol-5-yl)-1,3,4-trimethylpyridin-2(1H)-one